COC=1C=C(C=NC1)N1CC(CC1)C=1C=C(C(=O)NC2=CC(=CC=C2)C(F)(F)F)C=CC1C 3-(1-(5-methoxypyridin-3-yl)pyrrolidin-3-yl)-4-methyl-N-(3-(trifluoromethyl)phenyl)benzamide